2-chloro-N-(2-(4-cyclopropylpiperazin-1-yl)-5-(4-(2,6-dichloro-3,5-dimethoxyphenyl)imidazo[1,2-a][1,6]naphthyridin-8-yl)-4-methoxyphenyl)acetamide ClCC(=O)NC1=C(C=C(C(=C1)C1=NC=C2C=C(C=3N(C2=C1)C=CN3)C3=C(C(=CC(=C3Cl)OC)OC)Cl)OC)N3CCN(CC3)C3CC3